O1C(OCC1)C1CCN(CC1)C1=CC=C2C(=NN(C2=C1)C)C=1C(=NC(=CC1)OCC1=CC=CC=C1)OCC1=CC=CC=C1 6-(4-(1,3-dioxolan-2-yl)piperidin-1-yl)-3-(2,6-bis(benzyloxy)pyridin-3-yl)-1-methyl-1H-indazole